C1(CCCCC1)C(C1CCCCC1)N1C(NC(C1)=O)=O (dicyclohexylmethyl)imidazolidine-2,4-dione